C(C)(C)(C)OC(=O)N1C(CC2(OCCO2)CC1)C1=C(C=CC=C1)Cl.NC1=C(C=C(C=C1)I)C(=O)C1=CC=CC=C1 (2-amino-5-iodophenyl)(Phenyl)methanone tert-butyl-7-(2-chlorophenyl)-1,4-dioxa-8-azaspiro[4.5]decane-8-carboxylate